(2R,3R,4S)-2-(6-chloro-2-(pent-1-yn-1-yl)-9H-purin-9-yl)tetrahydrothiophene-3,4-diol ClC1=C2N=CN(C2=NC(=N1)C#CCCC)[C@@H]1SC[C@H]([C@H]1O)O